3,3'-dinitrobenzil [N+](=O)([O-])C=1C=C(C=CC1)C(=O)C(=O)C1=CC(=CC=C1)[N+](=O)[O-]